ClC1=C(C(=O)N)C=CC(=C1)NC1=NC=C(C(=N1)N[C@H](CO)C1=CC=CC=C1)C1=NN=NN1C 2-chloro-4-[[4-[[(1S)-2-hydroxy-1-phenyl-ethyl]amino]-5-(1-methyltetrazol-5-yl)pyrimidin-2-yl]amino]benzamide